ClC=1C=C(C=CC1F)NC(N([C@H](C)C1=CNC(C2=CC=CC=C12)=O)CCNCC(F)F)=O |r| Racemic-3-(3-chloro-4-fluorophenyl)-1-(2-((2,2-difluoroethyl)amino)ethyl)-1-(1-(1-oxo-1,2-dihydroisoquinolin-4-yl)ethyl)urea